CCCCCCCCCCCCCCC(C=O)O The molecule is a hydroxy fatty aldehyde that is hexadecanal in which one of the hydrogens at position 2 has been replaced by a hydroxy group. It has a role as a Saccharomyces cerevisiae metabolite. It is a hydroxy fatty aldehyde and a long-chain fatty aldehyde. It derives from a hexadecanal.